The molecule is a polyprenyl glucosyl phosphate in which the glycosyl portion has D-configuration. It is a conjugate acid of a polyprenyl D-glucosyl phosphate(1-). CC(=CCOP(=O)(O)OC1[C@@H]([C@H]([C@@H]([C@H](O1)CO)O)O)O)C